ClC1=CC=C(C=C1)C=1C=C2C=C(C=CN2C1)C 2-(4-chlorophenyl)-7-methylindolizine